2-(naphthalen-2-yl)-1H-indole C1=C(C=CC2=CC=CC=C12)C=1NC2=CC=CC=C2C1